4-{3-(4-chlorophenyl)-1-[2-(4-morpholinyl)ethyl]ureido}-N-(4-cyanophenyl)-3-methylbenzamide ClC1=CC=C(C=C1)NC(N(CCN1CCOCC1)C1=C(C=C(C(=O)NC2=CC=C(C=C2)C#N)C=C1)C)=O